2-(dichloromethyl)-4,5-dihydrooxazole-4-carboxylic acid ClC(C=1OCC(N1)C(=O)O)Cl